(3S,11aR)-N-[(2,4-difluorophenyl)methyl]2,3,5,7,11,11a-hexahydro-6-hydroxy-3-methyl-5,7-dioxo-oxazolo[3,2-a]pyrido[1,2-d]pyrazine-8-carboxamide FC1=C(C=CC(=C1)F)CNC(=O)C=1C(C(=C2N(C[C@@H]3N(C2=O)[C@H](CO3)C)C1)O)=O